(4-(bromomethyl)-3-methoxyphenyl)(methyl)sulfane BrCC1=C(C=C(C=C1)SC)OC